C1(CCCC1)C1=CC=C(C=C1)C=1NC=2N(C(C1)=O)N=C(C2)C2=NC=CN=C2C 5-(4-cyclopentylphenyl)-2-(3-methylpyrazin-2-yl)-7-oxo-4,7-dihydropyrazolo[1,5-a]pyrimidine